C(C)[C@@H]1N(CCOC1)C1=NC=NC(=N1)N1[C@@H](COCC1)C 4-[(3S)-3-ethylmorpholin-4-yl]-6-[(3R)-3-methylmorpholin-4-yl]-1,3,5-triazin